N-tetracosyl-aniline Methyl-5-(2,4-difluorophenyl)-4-methoxy-1-((6-methylpyridin-2-yl)sulfonyl)-1H-pyrrole-3-carboxylate COC(=O)C1=CN(C(=C1OC)C1=C(C=C(C=C1)F)F)S(=O)(=O)C1=NC(=CC=C1)C.C(CCCCCCCCCCCCCCCCCCCCCCC)NC1=CC=CC=C1